2-((1-((4-((methoxy-d3)imino)piperidin-1-yl)methyl)cyclopropyl)methoxy)pyrido[4,3-d]pyrimidine C(ON=C1CCN(CC1)CC1(CC1)COC=1N=CC2=C(N1)C=CN=C2)([2H])([2H])[2H]